C12CC(CC2C1)NN 3-bicyclo[3.1.0]hexanylhydrazine